C(C)OCCOCCOCCOC1=CC=C(C=C1)C[C@H](C(=O)O)N1CCN(CCN(CCN(CC1)CC(=O)O)CC(=O)O)CC(=O)O (2R)-3-(4-{2-[2-(2-ethoxyethoxy)ethoxy]ethoxy}phenyl)-2-[4,7,10-tris(carboxymethyl)-1,4,7,10-tetraazacyclododecan-1-yl]propanoic acid